NC=1N=NC(=CC1C1=CC=CC(=N1)C1CCN(CC1)C1CCC(CC1)C1=CC=CC2=C1OCCN2C2C(NC(CC2)=O)=O)C2=C(C=CC=C2)O 3-(8-((1r,4r)-4-(4-(6-(3-amino-6-(2-hydroxyphenyl)pyridazin-4-yl)pyridin-2-yl)piperidin-1-yl)cyclohexyl)-2,3-dihydro-4H-benzo[b][1,4]oxazin-4-yl)piperidine-2,6-dione